methyl 8-methyl-2-(trifluoromethylsulfonyloxy)imidazo[1,2-a]pyrazine-6-carboxylate CC=1C=2N(C=C(N1)C(=O)OC)C=C(N2)OS(=O)(=O)C(F)(F)F